C1(CCCCC1)OC(=O)OOC(=O)OC1CCCCC1.C(=O)(OCCCCCCCCCCCCCCCC)OOC(=O)OCCCCCCCCCCCCCCCC dicetyl peroxydicarbonate dicyclohexyl-peroxydicarbonate